N4-(1H-indazol-6-yl)-N2-(4-(4-methylpiperazin-1-yl)phenyl)thieno[2,3-d]pyrimidine-2,4-diamine N1N=CC2=CC=C(C=C12)NC=1C2=C(N=C(N1)NC1=CC=C(C=C1)N1CCN(CC1)C)SC=C2